2-(diphenylphosphoryl)-6-bromochroman-4-one C1(=CC=CC=C1)P(=O)(C1=CC=CC=C1)C1OC2=CC=C(C=C2C(C1)=O)Br